Cl.CN1C2=C(C(CCC1=O)CNC)C=CC=C2 1-Methyl-5-((methylamino)methyl)-1,3,4,5-tetrahydro-2H-benzo[b]azepin-2-one hydrochloride